1,1-difluoro-N-(6-((2-fluoro-[1,1'-biphenyl]-3-yl)methyl)-5-((R)-oxetane-2-carbonyl)-5-azaspiro[2.4]heptan-7-yl)ethane-1-sulfonamide FC(C)(S(=O)(=O)NC1C(N(CC12CC2)C(=O)[C@@H]2OCC2)CC=2C(=C(C=CC2)C2=CC=CC=C2)F)F